8-Methyl-N-[(1-methyl-1H-pyrazol-3-yl)methyl]-2-[(6-methylpyridin-2-yl)methyl]-4,5-dihydro-2H-furo[2,3-g]indazol-7-carboxamid CC1=C(OC=2CCC3=CN(N=C3C21)CC2=NC(=CC=C2)C)C(=O)NCC2=NN(C=C2)C